2-((4-((2,2-difluoroethyl)amino)phenyl)amino)quinazolin FC(CNC1=CC=C(C=C1)NC1=NC2=CC=CC=C2C=N1)F